OC(=O)C(F)(F)F.CN1CCC(CC1)C(=O)N1CCNCC1 (1-methylpiperidin-4-yl)(piperazin-1-yl)methanone TFA salt